FC(=CC1=C(C=C(C(=N1)OC)N(C(C1=CC=C(C=C1)OC)=O)C(C1=CC=C(C=C1)OC)=O)F)F [6-(2,2-difluorovinyl)-5-fluoro-2-methoxy-3-pyridinyl]-bis(p-anisoyl)amine